NC1CC2CCC(C1)N2C(=O)C2=CC(=C(S2)C2=C(C=C1C=NN(C1=C2)CC#N)F)C2=CC(=C(C#N)C=C2)F 4-(5-(3-amino-8-azabicyclo[3.2.1]octan-8-carbonyl)-2-(1-(cyanomethyl)-5-fluoro-1H-indazol-6-yl)thiophen-3-yl)-2-fluoro-benzonitrile